N-((1H-pyrazol-5-yl)methyl)-5-(3-chlorophenyl)-7H-pyrrolo[2,3-d]pyrimidin-4-amine N1N=CC=C1CNC=1C2=C(N=CN1)NC=C2C2=CC(=CC=C2)Cl